L-2,6-dichlorobenzyl bromide ClC1=C(CBr)C(=CC=C1)Cl